but-2-en-1,4-diyl dipropionate C(CC)(=O)OCC=CCOC(CC)=O